8-isopropyl-8-azabicyclo[3.2.1]octan-3-ol C(C)(C)N1C2CC(CC1CC2)O